OC1(CN(C1)C1=CC=2N(C=C1)N=C(N2)N[C@@H]2C[C@H](CC2)NC2=CC=C(C=N2)N2C(C=CC=C2)=O)C 6'-(((1S,3S)-3-((7-(3-hydroxy-3-methylazetidin-1-yl)-[1,2,4]triazolo[1,5-a]pyridin-2-yl)amino)cyclopentyl)amino)-2H-[1,3'-bipyridyl]-2-one